C1(CCCCC1)NC(=O)C=1C=C(C=C2C=NNC12)NC(=O)C1=C(C=CC=C1)C(F)(F)F N-cyclohexyl-5-({[2-(trifluoromethyl)phenyl]carbonyl}amino)-1H-indazole-7-carboxamide